2-(2,4,5,6-tetrakis(9,9-dimethylacridin-10(9H)-yl)-[1,1'-biphenyl]-3-yl)benzo[d]oxazole CC1(C2=CC=CC=C2N(C=2C=CC=CC12)C1=C(C(=C(C(=C1C=1OC2=C(N1)C=CC=C2)N2C=1C=CC=CC1C(C1=CC=CC=C21)(C)C)N2C=1C=CC=CC1C(C1=CC=CC=C21)(C)C)N2C=1C=CC=CC1C(C1=CC=CC=C21)(C)C)C2=CC=CC=C2)C